C(C)(=O)OCCCC1=C(N(C2=C(C(=CC=C12)Cl)C=1C(=NN(C1CCl)CC)C)C)C(=O)OC Methyl 3-(3-acetoxypropyl)-6-chloro-7-(5-(chloromethyl)-1-ethyl-3-methyl-1H-pyrazol-4-yl)-1-methyl-1H-indole-2-carboxylate